4-[1-methyl-7-[4-(4-methylpiperazin-1-yl)anilino]-2-oxo-4H-pyrimido[4,5-d]pyrimidin-3-yl]-3,4-dihydro-2H-quinoline-1-carboxylic acid tert-butyl ester C(C)(C)(C)OC(=O)N1CCC(C2=CC=CC=C12)N1C(N(C2=NC(=NC=C2C1)NC1=CC=C(C=C1)N1CCN(CC1)C)C)=O